N1=CC=C(C=C1)OCC1CC(C1)OC1CCN(CC1)C(=O)OC(C)(C)C tert-butyl 4-[3-(4-pyridyloxymethyl)cyclobutoxy]piperidine-1-carboxylate